BrC1=NC(=C(C(=O)OC)C=C1OCOC)OC methyl 6-bromo-2-methoxy-5-(methoxymethoxy)nicotinate